NC=1N=C(C2=C(N1)CN(C2)C(=O)OCC(C)(F)F)C2=C(C=C(C=C2OCC(CN2N=CN=C2)(O)C2=C(C=C(C=C2)F)F)Cl)Cl 2,2-difluoropropyl 2-amino-4-(2,4-dichloro-6-(2-(2,4-difluorophenyl)-2-hydroxy-3-(1H-1,2,4-triazol-1-yl)propoxy)phenyl)-5,7-dihydro-6H-pyrrolo[3,4-d]pyrimidine-6-carboxylate